C(C)(C)(C)OC(N[C@@H]1CC[C@H](CC1)N(C1=NC=C(N=C1)C=1C=NC(=NC1)OC)C(NCC1=CC=CC=C1)=O)=O (trans-4-((benzylcarbamoyl)(5-(2-methoxypyrimidin-5-yl)pyrazin-2-yl)amino)cyclohexyl)carbamic acid tert-butyl ester